(1-(methylsulfonyl)azetidin-3-yl)methylamine CS(=O)(=O)N1CC(C1)CN